tin di(2-ethylhexanoate) C(C)C(C(=O)[O-])CCCC.C(C)C(C(=O)[O-])CCCC.[Sn+2]